[N].N1[C@@H](CCC1)C(=O)O Proline nitrogen